FC=1C=C(C=CC1F)C=1N=CNC1C=1C=CC=2N(C1)C=CN2 6-(4-(3,4-Difluorophenyl)-1H-imidazol-5-yl)imidazo[1,2-a]pyridine